C1(CC1)C1=C(C=C2C(C=C(N(C2=C1)C1CCC(CC1)O)C)=O)F 7-cyclopropyl-6-fluoro-1-((1r,4r)-4-hydroxycyclohexyl)-2-methylquinolin-4(1H)-one